C(CC)[Si](OCCC)(OCCC)C1=CC=CC2=CC=CC=C12 propyl-(naphthyl)dipropoxysilane